C(C)(C)(C)OC(=O)N[C@@H]1CCN(N(C1)C(=O)OCC1C2=CC=CC=C2C=2C=CC=CC12)C (9H-fluoren-9-yl)methyl (R)-5-((tert-butoxycarbonyl)amino)-2-methyltetrahydropyridazine-1(2H)-carboxylate